C(N)(=O)C(C(N1CCCC1)=O)NC(=O)[C@@H]1[C@H]2C([C@H]2CN1C([C@H](C(C)(C)C)NC(C(F)(F)F)=O)=O)(C)C (1R,2S,5S)-N-(1-carbamoyl-2-oxo-2-pyrrolidin-1-yl-ethyl)-3-[(2S)-3,3-dimethyl-2-[(2,2,2-trifluoroacetyl)amino]butanoyl]-6,6-dimethyl-3-azabicyclo[3.1.0]hexane-2-carboxamide